C(#N)C1=C(N=C2N(C1=O)C=C(C=C2[C@@H](C)NC=2C(=NC=CN2)C(=O)O)C)N2CCC(CC2)(F)F (R)-3-((1-(3-cyano-2-(4,4-difluoropiperidin-1-yl)-7-methyl-4-oxo-4H-pyrido[1,2-a]pyrimidin-9-yl)ethyl)amino)pyrazine-2-carboxylic acid